N1C=C(C2=CC3=C(C=C12)CC3)CC(=O)O 2-(5,6-dihydro-1H-cyclobuta[f]indol-3-yl)acetic acid